morpholino(3,4,5-trimethoxyphenyl)methanone O1CCN(CC1)C(=O)C1=CC(=C(C(=C1)OC)OC)OC